(2,2-difluorocyclopropyl)acetic acid FC1(C(C1)CC(=O)O)F